NC1=C2C(=NC=N1)N(N=C2C2=CC=C(C=C2)OC2=CC=CC=C2)[C@@H]2[C@@H](CN(CC2)C2CN(C2)CC2(NN(C2)C(=O)OC(C)(C)C)F)F Tert-butyl 3-((3-((3R,4S)-4-(4-amino-3-(4-phenoxyphenyl)-1H-pyrazolo[3,4-d]pyrimidin-1-yl)-3-fluoropiperidin-1-yl) azetidin-1-yl) methyl)-3-fluoroazazetidin-1-carboxylate